S1CC(C1)SSCSSCSSC1CSC1 1,4-bis(3-thietanyl-dithio)-2,3-dithiabutane